2-amino-5-chlorobenzo[d]thiazole-6-carboxylic acid methyl ester COC(=O)C1=CC2=C(N=C(S2)N)C=C1Cl